Cl.N1[C@@H](CCC1)C(=O)OCC1=CC=CC=C1 benzyl L-prolinate hydrochloride